3,5-di-tert-butyl-4-hydroxyhydrocinnamoyl chloride C(C)(C)(C)C=1C=C(CCC(=O)Cl)C=C(C1O)C(C)(C)C